FC1=C2C=CNC2=CC(=C1OC=1C=CC(=C(C1)C=1NC(=CN1)C(=O)C=1C=C(C=CC1)CCC(=O)OC)F)F methyl 3-(3-(2-(5-((4,6-difluoro-1H-indol-5-yl)oxy)-2-fluorophenyl)-1H-imidazole-5-carbonyl)phenyl)propanoate